COC(=O)C=1C(=NC(=NC1)Cl)NCC1(COC1)N(CC1=CC=CC=C1)CC1=CC=CC=C1 2-chloro-4-(((3-(dibenzylamino)oxetan-3-yl)methyl)amino)pyrimidine-5-carboxylic acid methyl ester